[Al].[Cu]=O.[Al] Aluminum Copper Oxide Aluminum